(1,2-Dihydroacenaphthylen-5-yl)tetrazolo[1,5-a]pyridine-7-carboxamide C1CC2=CC=C(C3=CC=CC1=C23)C2=CC(=CC=3N2N=NN3)C(=O)N